ClC1=C(C=CC=C1)N1C(N=C(C2=C1N=C(C=C2)C(F)(F)F)NC(CO)C)=O (2-chlorophenyl)-4-((1-hydroxypropan-2-yl)amino)-7-(trifluoro-methyl)pyrido-[2,3-d]pyrimidin-2(1H)-one